FC(C(=O)O)(F)F.NCC(CN1N=CN(C1=O)CCC1=CC=C(S1)C1C(N(C2=CC=CC=C2C1)C)=O)=C(F)F [5-[2-[1-[2-(aminomethyl)-3,3-difluoro-allyl]-5-oxo-1,2,4-triazol-4-yl]ethyl]-2-thienyl]-1-methyl-3,4-dihydro-quinolin-2-one trifluoroacetate